4-(3-bromophenyl)-4-oxobutanal BrC=1C=C(C=CC1)C(CCC=O)=O